1-(1-acryloylpyrrolidin-3-yl)-3-(4-(3-(trifluoromethoxy)phenoxy)phenyl)-1H-imidazo[4,5-c]pyridin-2(3H)-one C(C=C)(=O)N1CC(CC1)N1C(N(C=2C=NC=CC21)C2=CC=C(C=C2)OC2=CC(=CC=C2)OC(F)(F)F)=O